2-{(1s,3s)-3-[6-(2-amino-1,1-difluoropropan-2-yl)pyridin-3-yl]cyclobutyl}-7-methoxy[1,2,4]triazolo[1,5-c]quinazolin-5-amine NC(C(F)F)(C)C1=CC=C(C=N1)C1CC(C1)C1=NN2C(=NC=3C(=CC=CC3C2=N1)OC)N